N1(C=NC=C1)C1=CC=C(C=C1)N1C=NC2=C1C=C(C=C2)C2=CC=C(C=C2)NC(=O)NCCN(C)C 1-(4-(1-(4-(1H-imidazol-1-yl)phenyl)-1H-benzo[d]imidazol-6-yl)phenyl)-3-(2-(dimethyl-amino)ethyl)urea